2-[[1-[(1R,2R)-2-[4-(4-tert-butoxycarbonylpiperazin-1-yl)-6-chloro-8-fluoro-7-(3-hydroxy-1-naphthyl)quinazolin-2-yl]oxycyclopentyl]-4-piperidyl]methoxy]acetic Acid C(C)(C)(C)OC(=O)N1CCN(CC1)C1=NC(=NC2=C(C(=C(C=C12)Cl)C1=CC(=CC2=CC=CC=C12)O)F)O[C@H]1[C@@H](CCC1)N1CCC(CC1)COCC(=O)O